4-(6-(2-acetyl-2,7-diazaspiro[3.5]nonan-7-yl)pyridin-3-yl)-6-(1-methyl-1H-pyrazol-4-yl)pyrazolo[1,5-a]pyridine-3-carbonitrile C(C)(=O)N1CC2(C1)CCN(CC2)C2=CC=C(C=N2)C=2C=1N(C=C(C2)C=2C=NN(C2)C)N=CC1C#N